methyl 1-methyl-6-oxo-4-(trifluoromethyl)-1,6-dihydropyridine-3-carboxylate CN1C=C(C(=CC1=O)C(F)(F)F)C(=O)OC